[(1R,4R,7R)-7-amino-2-azabicyclo[2.2.1]heptan-2-yl]-[2-(11-ethyl-1,9-diazatricyclo[6.3.1.04,12]dodeca-2,4,6,8(12)-tetraen-2-yl)-7-methoxy-1-methyl-benzimidazol-5-yl]methanone N[C@H]1[C@@H]2N(C[C@H]1CC2)C(=O)C2=CC1=C(N(C(=N1)C=1N3C(CNC=4C=CC=C(C1)C34)CC)C)C(=C2)OC